N-(4-(2-Chloro-3-cyano-6-phenylpyridin-4-yl)-2-((4-fluorophenyl)methoxy)phenyl)-1,1-difluoromethanesulfonamide ClC1=NC(=CC(=C1C#N)C1=CC(=C(C=C1)NS(=O)(=O)C(F)F)OCC1=CC=C(C=C1)F)C1=CC=CC=C1